2-(((2-(methoxymethyl)-2H-tetrazol-5-yl)methoxy)methyl)-6-(trifluoromethyl)nicotinic acid COCN1N=C(N=N1)COCC1=C(C(=O)O)C=CC(=N1)C(F)(F)F